Benzyl (5-((2S,4R)-1-((R)-2-(2-naphthamido)-3-cyclohexylpropanoyl)-4-azidopyrrolidine-2-carboxamido)-7-amino-6-hydroxy-7-oxoheptyl)carbamate C1=C(C=CC2=CC=CC=C12)C(=O)N[C@@H](C(=O)N1[C@@H](C[C@H](C1)N=[N+]=[N-])C(=O)NC(CCCCNC(OCC1=CC=CC=C1)=O)C(C(=O)N)O)CC1CCCCC1